C(#N)C1=NC(=NC=C1)N1CCC2(CC1)[C@@H](C1=CC=CC=C1C2)N[S@](=O)C(C)(C)C (R)-N-((S)-1'-(4-cyanopyrimidin-2-yl)-1,3-dihydrospiro[indene-2,4'-piperidin]-1-yl)-2-methylpropane-2-sulfinamide